C(C)(C)(C)OC(=O)N1C[C@@H](CCC1)N (R)-N-tert-butyloxycarbonyl-3-aminopiperidine